tert-butyl 1-(1-(2-(benzo[d]thiazol-2-yl)-4-hydroxypyrrolidin-1-yl)-3-methyl-1-oxobutan-2-yl)-1H-1,2,3-triazole-4-carboxylate S1C(=NC2=C1C=CC=C2)C2N(CC(C2)O)C(C(C(C)C)N2N=NC(=C2)C(=O)OC(C)(C)C)=O